NC1=CC=C(C2=CC=CC=C12)OCC1=CC(=NC=C1)NC1=NC(=CN=C1)CC N-[4-[(4-amino-1-naphthyl)oxymethyl]-2-pyridinyl]-6-ethyl-pyrazin-2-amine